N-(6-(cyclopentylmethoxy)-5-cyclopropylbenzo[d]isoxazol-3-yl)-4-(((1S,2S)-2-(dimethylamino)cyclohexyl)oxy)-2-fluorobenzenesulfonamide C1(CCCC1)COC1=CC2=C(C(=NO2)NS(=O)(=O)C2=C(C=C(C=C2)O[C@@H]2[C@H](CCCC2)N(C)C)F)C=C1C1CC1